bis(5-methylindol-3-yl)(phenyl)methane CC=1C=C2C(=CNC2=CC1)C(C1=CC=CC=C1)C1=CNC2=CC=C(C=C12)C